CS(=O)(=O)C1=CC=C(C=C1)C1=CC=C(C=C1)C(C)(C)NC(=O)NC1(CN2CCC1CC2)CCC 1-(2-(4'-(Methylsulfonyl)-[1,1'-biphenyl]-4-yl)propan-2-yl)-3-(3-propylquinuclidin-3-yl)urea